ClC1=C2C(N(C=NC2=CC=C1OC1=C(C(=CC=C1F)NS(N(C)CC)(=O)=O)C#N)[C@H]1COC2(C1)CCNCC2)=O (3R)-3-[5-chloro-6-[2-cyano-3-[[ethyl(methyl)sulfamoyl]amino]-6-fluoro-phenoxy]-4-oxo-quinazolin-3-yl]-1-oxa-8-azaspiro[4.5]decane